C1(CC1)N1N=C(C=C1C(F)(F)F)C1=NC(=NO1)[C@@H]1C(C12CCN(CC2)S(=O)(=O)N)(F)F (2R)-2-{5-[1-Cyclopropyl-5-(trifluoromethyl)-1H-pyrazol-3-yl]-1,2,4-oxadiazol-3-yl}-1,1-difluoro-6-azaspiro[2.5]octan-6-sulfonamid